C(C)N(CCO)C N-ethyl-N-methyl-ethanolamine